[Pd+2].C1(=CC=CC=C1)P(C1=CC=CC=C1)C1=CC=CC=C1.C1(=CC=CC=C1)P(C1=CC=CC=C1)C1=CC=CC=C1 Bis(triphenylphosphine) palladium(II)